N1(CCC1)CC1C(C2(C(C=3C(=NC(=CC3O2)Cl)OC)(C1O)O)C1=CC=C(C=C1)Br)C1=CC=CC=C1 7-(azetidin-1-ylmethyl)-5a-(4-bromophenyl)-3-chloro-1-methoxy-6-phenyl-5a,6,7,8-tetrahydro-8aH-cyclopenta[4,5]furo[3,2-c]pyridine-8,8a-diol